4-((2-(3-chloro-4-methoxyphenyl)thiazol-4-yl)thio)-1H-1,2,3-triazole-5-carboxylic acid ClC=1C=C(C=CC1OC)C=1SC=C(N1)SC=1N=NNC1C(=O)O